C(C)(C)(C)C=1C=C(NN1)NC(=O)NC1=CC=C(C=C1)N1C=NC2=C1C=CC(=C2)OCCCCCC#C 1-(5-tert-butyl-2H-pyrazol-3-yl)-3-[4-(5-hept-6-ynyloxy-benzimidazole-1-yl)-phenyl]-urea